L-alanyl-L-glutamine (4-(((3R,6S)-1-acryloyl-6-methylpiperidin-3-yl)amino)-7H-pyrrolo[2,3-d]pyrimidin-7-yl)methyl-5-((3R)-1-oxido-1,2-dithiolan-3-yl)pentanoate C(C=C)(=O)N1C[C@@H](CC[C@@H]1C)NC=1C2=C(N=CN1)N(C=C2)CC(C(=O)O)CCC[C@H]2SS(CC2)=O.N[C@@H](C)C(=O)N[C@@H](CCC(N)=O)C(=O)O